tert-butyl 3,6-diaza-bicyclo[3.1.1]heptane-6-carboxylate C12CNCC(N1C(=O)OC(C)(C)C)C2